ClC=1C=C(C=CC1)N1N=C(C2=C1C(N(CC2)C2=CC(=CC=C2)N2CCN(CC2)C)=O)C(=O)NCC 1-(3-Chlorophenyl)-N-ethyl-6-(3-(4-methylpiperazin-1-yl)phenyl)-7-oxo-4,5,6,7-tetrahydro-1H-pyrazolo[3,4-c]pyridine-3-carboxamide